O=C1C[C@H](CN1)C1(CC1)C(=O)OCC Ethyl (S)-1-(5-oxopyrrolidin-3-yl)cyclopropane-1-carboxylate